ClC1=CNC2=NC=C3C(=C21)N(C(=N3)CC(=O)NCC(C)(C)O)C3CCC(CC3)CC#N 2-(8-chloro-1-((1r,4r)-4-(cyanomethyl)cyclohexyl)-1,6-dihydroimidazo[4,5-d]Pyrrolo[2,3-b]Pyridin-2-yl)-N-(2-hydroxy-2-methylpropyl)acetamide